2-fluoro-N-(6-(4-methoxypyridin-3-yl)imidazo[1,2-a]pyridin-2-yl)cyclopropane-1-carboxamide FC1C(C1)C(=O)NC=1N=C2N(C=C(C=C2)C=2C=NC=CC2OC)C1